5-[4-amino-5-(trifluoromethyl)pyrrolo[2,1-f][1,2,4]triazin-7-yl]-N-[4-fluoro-1-(3-methoxypropyl)pyrrolidin-3-yl]-2-methoxypyridine-3-carboxamide NC1=NC=NN2C1=C(C=C2C=2C=C(C(=NC2)OC)C(=O)NC2CN(CC2F)CCCOC)C(F)(F)F